C1(CC1)C1=NN(C=N1)C1CC2(CN(C2)C(=O)N2CC3(C2)CN(C3)CC=3N(C=CN3)C(F)(F)F)C1 [6-(3-cyclopropyl-1,2,4-triazol-1-yl)-2-azaspiro[3.3]heptan-2-yl]-[6-[[1-(trifluoromethyl)imidazol-2-yl]methyl]-2,6-diazaspiro[3.3]heptan-2-yl]methanone